FC1=C(C(=CC=C1)F)CN1C(N(N=C1)C1=CC(=C(C=C1)CB1OC(C(O1)(C)C)(C)C)F)=O 4-[(2,6-difluorophenyl)methyl]-2-[3-fluoro-4-[(4,4,5,5-tetramethyl-1,3,2-dioxaborolan-2-yl)methyl]phenyl]-1,2,4-triazol-3-one